C(C)OCCOCCOC1=CC=C(C=C1)C[C@@H](C(=O)OC(C)(C)C)N1CCN(CCN(CCN(CC1)CC(OC(C)(C)C)=O)CC(OC(C)(C)C)=O)CC(=O)OC(C)(C)C tert-butyl (2S)-3-{4-[2-(2-ethoxyethoxy)ethoxy]phenyl}-2-[4,7,10-tris(2-tert-butoxy-2-oxoethyl)-1,4,7,10-tetraazacyclododecan-1-yl]propanoate